(R)-4-amino-7-(1-((benzyloxy)carbonyl)piperidin-3-yl)imidazo[5,1-f][1,2,4]Triazine-5-carboxylic acid methyl ester COC(=O)C=1N=C(N2N=CN=C(C21)N)[C@H]2CN(CCC2)C(=O)OCC2=CC=CC=C2